C(C)(C)(C)C=1C=C(C=C(C1OC)C(C)(C)C)C=1C(=C(C=C2C=C(CC12)C)C(C)(C)C)OC 7-(3,5-di-tert-butyl-4-methoxyphenyl)-5-tert-butyl-6-methoxy-2-methylindene